3,5-Dibromo-1-[4-(trifluoromethoxy)phenyl]-1H-1,2,4-triazole BrC1=NN(C(=N1)Br)C1=CC=C(C=C1)OC(F)(F)F